FC(C1C(C1)C(=O)NC=1N=CC2=C(N=CC(=C2C1)C#CC1=NC=C(C=C1)OC)NC)F 2-(difluoromethyl)-N-(5-((5-methoxypyridin-2-yl)ethynyl)-8-(methylamino)-2,7-naphthyridin-3-yl)cyclopropane-1-carboxamide